3-(4-Ethyl-piperazin-1-yl)-N-[6-methyl-5-(4-pyridin-3-yl-pyrimidin-2-ylamino)-pyridin-3-yl]-5-trifluoromethyl-benzamide C(C)N1CCN(CC1)C=1C=C(C(=O)NC=2C=NC(=C(C2)NC2=NC=CC(=N2)C=2C=NC=CC2)C)C=C(C1)C(F)(F)F